7-chloro-8-fluoro-2,4-dihydroxy-1,6-naphthyridine-3-carboxylic acid ethyl ester C(C)OC(=O)C=1C(=NC2=C(C(=NC=C2C1O)Cl)F)O